6-methyl-5,6-dihydropyrimido[5,4-c]quinolin-7-amine CN1CC2=C(C3=CC=CC(=C13)N)N=CN=C2